C(C1=CC=CC=C1)OP(=O)(OCC1=CC=CC=C1)C(C(=O)O)CCCCC (Bis(benzyloxy)phosphoryl)heptanoic acid